N(=[N+]=[N-])CCNC(CCC(=O)O)=O 4-(2-azidoethyl-amino)-4-oxo-butyric acid